2,4-dichloroterephthalonitrile ClC1=C(C#N)C=CC(C1)(C#N)Cl